sulfate hydrate O.S(=O)(=O)(O)O